C(CCC)N1C2=CC=CC=C2C=2C=C(N=C(C12)C(C)C)\C=N\NC=1C(N=C2C=CC=CC12)=O 3-(((E)-(9-butyl-1-isopropyl-beta-carbolin-3-yl)methylene)hydrazino)indol-2-one